Cl.C[C@H]1CN(CCN1)C1=C2C(=NC=C1)N(CC2)C(=O)NC=2C=1N(N=CC2)C=CC1 (S)-4-(3-methylpiperazin-1-yl)-N-(pyrrolo[1,2-b]pyridazin-4-yl)-2,3-dihydro-1H-pyrrolo[2,3-b]pyridine-1-carboxamide hydrochloride